1-(4-(4-AMINO-7-CYCLOPROPYL-7H-PYRROLO[2,3-D]PYRIMIDIN-5-YL)-2-FLUOROPHENYL)-3-(4-((1-METHYLPIPERIDIN-4-YLIDENE)METHYL)-3-(TRIFLUOROMETHYL)PHENYL)UREA NC=1C2=C(N=CN1)N(C=C2C2=CC(=C(C=C2)NC(=O)NC2=CC(=C(C=C2)C=C2CCN(CC2)C)C(F)(F)F)F)C2CC2